FC=1C=C(C=C(C1)C)C=1C(=C(C(=NC1)NC)C=O)N1CCNCC1 1-[5-(3-fluoro-5-methylphenyl)-3-formyl-2-(methylamino)pyridin-4-yl]Piperazine